1-[4-[1-(dimethylamino)ethyl]phenyl]pyrazol-3-amine CN(C(C)C1=CC=C(C=C1)N1N=C(C=C1)N)C